6-(1-Cyclobutyl-1H-pyrazol-4-yl)-2-fluoro-3-[({1-[2-fluoro-4-(trifluoromethoxy)phenyl]cyclopropyl}carbonyl)amino]benzoic acid C1(CCC1)N1N=CC(=C1)C1=CC=C(C(=C1C(=O)O)F)NC(=O)C1(CC1)C1=C(C=C(C=C1)OC(F)(F)F)F